N[C@@H]1CN(C[C@@H]([C@H]1O)C)C1=C(C=NC=C1)NC(=O)C1=NC2=CC(=CN=C2C=C1)N1CCOCC1 N-{4-[(3R,4R,5S)-3-Amino-4-hydroxy-5-methylpiperidin-1-yl]pyridin-3-yl}-7-morpholin-4-yl-1,5-naphthyridine-2-carboxamide